6-[(3S)-pyrrolidin-3-yl]oxy-pyrido[3,2-d]pyrimidin-4-amine N1C[C@H](CC1)OC=1C=CC=2N=CN=C(C2N1)N